C[C@@H]1[C@H]([C@@H]([C@@H]([C@H](O1)O)O)O[C@@H]2[C@H]([C@H]([C@@H]([C@H](O2)C)NC=O)O)O)NC=O The molecule is an amino disaccharide consisting of two N-formyl-alpha-D-perosamine residues linked (1->3); forms the minimal structure for the M epitope of Brucella spp. It has a role as an epitope.